4-{[4-(1,3-benzodioxol-5-yl)thiophen-3-yl]methyl}-2,4-dihydro-3H-1,2,4-triazol-3-one O1COC2=C1C=CC(=C2)C=2C(=CSC2)CN2C(NN=C2)=O